Silver-silver [Ag].[Ag]